ethyl[2-[acetyl-(3-trifluoromethylphenyl)amino]-3-methylbutyrylamino]acetate C(C)OC(CNC(C(C(C)C)N(C1=CC(=CC=C1)C(F)(F)F)C(C)=O)=O)=O